CC=1C(=NC=CC1)N1[C@H]([C@H](CC1)NS(=O)(=O)C)CO[C@@H]1CC[C@@H](CC1)C1=CC=CC=C1 N-((2R,3S)-1-(3-methyl-pyridin-2-yl)-2-((((CIS)-4-phenylcyclohexyl)oxy)methyl)pyrrolidin-3-yl)methanesulfonamide